The molecule is a 1,2-diacyl-sn-glycero-3-phospho-(1'-sn-glycerol) in which both acyl groups are specified as oleoyl. It derives from an oleic acid. It is a conjugate acid of a 1,2-dioleoyl-sn-glycero-3-phospho-(1'-sn-glycerol)(1-). CCCCCCCC/C=C\\CCCCCCCC(=O)OC[C@H](COP(=O)(O)OC[C@H](CO)O)OC(=O)CCCCCCC/C=C\\CCCCCCCC